ethyl N-((benzyloxy)carbonyl)-S-(2-(4-methylcyclohex-3-en-1-yl) propan-2-yl)cysteinate C(C1=CC=CC=C1)OC(=O)N[C@@H](CSC(C)(C)C1CC=C(CC1)C)C(=O)OCC